5-(4-(3-(5-ethyl-6-oxo-1,6-dihydropyrimidin-2-yl)cyclopent-2-en-1-yl)piperazin-1-yl)-6-fluoro-N,N-dimethylpicolinamide C(C)C1=CN=C(NC1=O)C1=CC(CC1)N1CCN(CC1)C=1C=CC(=NC1F)C(=O)N(C)C